2,2-bis[4-(4-aminophenoxy)phenyl]-propane NC1=CC=C(OC2=CC=C(C=C2)C(C)(C)C2=CC=C(C=C2)OC2=CC=C(C=C2)N)C=C1